N-(3-((5-cyclopropyl-2-((2-ethyl-4-(4-methylpiperazin-1-yl)phenyl)amino)pyrimidin-4-yl)amino)propyl)cyclobutanecarboxamide C1(CC1)C=1C(=NC(=NC1)NC1=C(C=C(C=C1)N1CCN(CC1)C)CC)NCCCNC(=O)C1CCC1